2-cyclopentylacetamidine C1(CCCC1)CC(=N)N